5-chloro-1-((2-(trimethylsilyl)ethoxy)methyl)-1H-pyrazolo[3,4-c]pyridine ClC=1C=C2C(=CN1)N(N=C2)COCC[Si](C)(C)C